C12CN(CC(CC1)O2)C=2N=C1N(C(C2)=O)CC[C@H](N1CC(C=1C=NC=CC1)=O)C(F)(F)F (S)-2-(8-Oxa-3-aza-bicyclo[3.2.1]oct-3-yl)-9-(2-oxo-2-pyridin-3-ylethyl)-8-trifluoromethyl-6,7,8,9-tetrahydro-pyrimido[1,2-a]-pyrimidin-4-one